1,1'-Sulfonyl-Diimidazole S(=O)(=O)(N1C=NC=C1)N1C=NC=C1